C[C@@H]1CC[C@@]2(CC[C@@]3(C(=CC[C@H]4[C@]3(CC[C@@H]5[C@@]4(C[C@H](C(=O)C5(C)C)O)C)C)[C@@H]2[C@]1(C)O)C)C(=O)O The molecule is a pentacyclic triterpenoid that is urs-12-ene substituted by a carboxy group at position 28, alpha-configured hydroxy groups at positions 2 and 19 and an oxo group at position 3. Isolated from the whole plants of Geum japonicum, it exhibits activity against HIV-1 protease. It has a role as a metabolite and a HIV protease inhibitor. It is an oxo monocarboxylic acid, a diol, a pentacyclic triterpenoid and a secondary alpha-hydroxy ketone. It derives from a hydride of an ursane.